(R)-3-amino-3-(3,5-dichlorophenyl)propionic acid methyl ester COC(C[C@H](C1=CC(=CC(=C1)Cl)Cl)N)=O